octahydro-5-(4-methoxybutylidene)-4,7-methano-1H-indene COCCCC=C1C2C3CCCC3C(C1)C2